C1(CC1)C(CNC(OC(C)(C)C)=O)=O tert-butyl (2-cyclopropyl-2-oxoethyl)carbamate